Methyl 2-((5-chloro-2-(1H-1,2,4-triazol-1-yl) phenyl) amino)-2-oxoacetate ClC=1C=CC(=C(C1)NC(C(=O)OC)=O)N1N=CN=C1